BrC1=CN=C2C(=N1)N(C(=C2)C2(C(C2)(F)F)C)C 3-bromo-6-(2,2-difluoro-1-methyl-cyclopropyl)-5-methyl-pyrrolo[2,3-b]pyrazine